2-(3-methylisoxazol-5-yl)-acetic acid CC1=NOC(=C1)CC(=O)O